NCCCCCCCCCCC(=O)N[C@H](C(=O)N1[C@@H](C[C@H](C1)NC(CCCCN=[N+]=[N-])=O)C(=O)N[C@@H](C)C1=CC=C(C=C1)C1=C(N=CS1)C)C(C)(C)C (2S,4R)-1-((S)-2-(11-aminoundecanamido)-3,3-dimethylbutanoyl)-4-(5-azidopentanamido)-N-((S)-1-(4-(4-methylthiazol-5-yl)phenyl)ethyl)pyrrolidine-2-carboxamide